C1(CC1)C=1C=CC=2N(C1)C=C(N2)CN2N=CC(=C2)C(C(F)(F)F)O 1-(1-((6-cyclopropylimidazo[1,2-a]pyridin-2-yl)methyl)-1H-pyrazol-4-yl)-2,2,2-trifluoroethan-1-ol